2,5-dioxopyrrolidin-1-yl N2-(tert-butoxycarbonyl)-L-asparaginate C(C)(C)(C)OC(=O)N[C@@H](CC(N)=O)C(=O)ON1C(CCC1=O)=O